4-chloro-2-(1-methyl-1,2,3,6-tetrahydropyridin-4-yl)-1-p-toluenesulfonyl-1H-pyrrole ClC=1C=C(N(C1)S(=O)(=O)C1=CC=C(C)C=C1)C=1CCN(CC1)C